CC=1NC=C(N1)C 2-Methyl-4-Methyl-Imidazole